ClC=1C=C(OC2=C(C=C(C=C2)NC(CC2=CC(=CC=C2)Cl)=O)S(N)(=O)=O)C=CC1 N-[4-(3-chlorophenoxy)-3-sulfamoylphenyl]-2-(3-chlorophenyl)acetamide